[N+](=O)([O-])C1=CC=C(C=C1)C(C1=CC=C(C=C1)O)C1=CC=C(C=C1)O 4,4'-[(4-nitrophenyl)methylene]Diphenol